4-methyl-4-((1-methylcyclopropyl)methyl)-1,2,3-oxathiazolidine-3-carboxylic acid benzyl ester 2,2-dioxide C(C1=CC=CC=C1)OC(=O)N1S(OCC1(CC1(CC1)C)C)(=O)=O